ClC1=CC=C2C(=N1)N=C(O2)N2CCN(CC2)C(=O)C=2C=NC(=C(C2)C)OCC2(COC2)CC (4-(5-chlorooxazolo[4,5-b]pyridin-2-yl)piperazin-1-yl)(6-((3-ethyloxetan-3-yl)methoxy)-5-methylpyridin-3-yl)methanone